CC1=C(C(=CC=C1)C)COC=1C=CC(=NC1)N1N=C(C=C1)CO (1-{5-[(2,6-dimethylphenyl)methoxy]pyridin-2-yl}pyrazol-3-yl)methanol